N-((3R,4S)-4-((2-(2,6-dichloro-3,5-dimethoxyphenyl)-4-(4-methoxypiperidin-1-yl)pyrido[3,4-d]pyrimidin-6-yl)amino)tetrahydrofuran-3-yl)acrylamide ClC1=C(C(=C(C=C1OC)OC)Cl)C=1N=C(C2=C(N1)C=NC(=C2)N[C@H]2[C@H](COC2)NC(C=C)=O)N2CCC(CC2)OC